ClC1=NC=C(C2=CC=C(C=C12)O[C@H](C(=O)N1C[C@H](CCC1)C(=O)OCC)C)C1=C(C=C(C=C1)F)Cl ethyl (S)-1-((S)-2-((1-chloro-4-(2-chloro-4-fluorophenyl)isoquinolin-7-yl)oxy)propanoyl)piperidine-3-carboxylate